N-(3-methoxybenzyl)-N-(4-morpholinophenylmethyl)pyridin-2-amine COC=1C=C(CN(C2=NC=CC=C2)CC2=CC=C(C=C2)N2CCOCC2)C=CC1